((3-chloro-4-oxo-4,5-dihydropyrazolo[1,5-a]quinoxalin-7-yl)methyl)-N,3'-dimethyl-1',2',3',6'-tetrahydro-[3,4'-bipyridine]-6-carboxamide ClC=1C=NN2C1C(NC1=CC(=CC=C21)CC2=NC(=CC=C2C=2C(CNCC2)C)C(=O)NC)=O